N-Fmoc-15-amino-4,7,10,13-tetraoxaoctadecanoic acid C(=O)(OCC1C2=CC=CC=C2C2=CC=CC=C12)NC(COCCOCCOCCOCCC(=O)O)CCC